FC=1C=CC2=C(C(NC3=C(S2)C=CC(=C3)C(=O)NC(CO)CC=3C=NC=NC3)=O)C1 2-fluoro-N-(1-hydroxy-3-(pyrimidin-5-yl)propan-2-yl)-11-oxo-10,11-dihydrodibenzo[b,f][1,4]thiazepine-8-carboxamide